Cl.CC1(NCC1O)C 2,2-dimethyl-azetidine-3-ol hydrochloride